C(CCC\C=C/C\C=C/C\C=C/C\C=C/C\C=C/CC)OC(C(=O)NC(C)C)CC 2-(((5Z,8Z,11Z,14Z,17Z)-icosa-5,8,11,14,17-pentaen-1-yl)oxy)-N-isopropylbutanamide